OC1=C(C=NC=C1)C1=NC(=CC(=C1)C(=O)O)C 2-(4-hydroxypyridin-3-yl)-6-methylpyridine-4-carboxylic acid